4-coumaroyl-coenzyme A C(\C=C\C1=CC=C(C=C1)O)(=O)SCCNC(CCNC([C@@H](C(COP(OP(OC[C@@H]1[C@H]([C@H]([C@@H](O1)N1C=NC=2C(N)=NC=NC12)O)OP(=O)(O)O)(=O)O)(=O)O)(C)C)O)=O)=O